CNC(=O)C1=CC=NC2=C(C=CC=C12)[C@H](CNC1=CC(=NC=N1)C=1C=NC(=NC1)C)C (R)-N-methyl-8-(1-((2'-methyl-[4,5'-bipyrimidin]-6-yl)amino)propan-2-yl)quinoline-4-carboxamide